1-(2,3-dihydrobenzo[b][1,4]dioxin-6-yl)-3-(1-(4-fluorophenyl)-1-hydroxy-1,2,4,5-tetrahydro-3H-benzo[d]azepine-3-yl)propan-1-one O1C2=C(OCC1)C=C(C=C2)C(CCN2CC(C1=C(CC2)C=CC=C1)(O)C1=CC=C(C=C1)F)=O